C(C)(C)(C)OC(=O)N1CCN(CC1)C1=CC=CC=2N(C(NC21)=O)C2CCC(CC2)C(=O)OC 4-[1-(4-methoxycarbonylcyclohexyl)-2-oxo-3H-benzimidazol-4-yl]piperazine-1-carboxylic acid tert-butyl ester